[Hg]=[Se].[Cd].[Te] tellurium-cadmium-mercury-selenide